Tert-butyl 2-(1,2-diazin-3-ylmethyl)-5,6-dihydro-4H-pyrrolo[4,3-c]pyrazole-5-carboxylate N1=NC(=CC=C1)CN1N=C2C(=C1)CN(C2)C(=O)OC(C)(C)C